(3-amino-4-methylthiophen-2-yl)propan-1-one NC1=C(SC=C1C)C(CC)=O